2,5-DIMETHYL-3-FUROIC ACID CC=1OC(=CC1C(=O)O)C